4-Chlorophenyl 3,4,6-tri-O-acetyl-2-deoxy-2-phthalimido-1-thio-β-D-glucopyranoside C(C)(=O)O[C@@H]1[C@H]([C@H](SC2=CC=C(C=C2)Cl)O[C@@H]([C@H]1OC(C)=O)COC(C)=O)N1C(C=2C(C1=O)=CC=CC2)=O